Cl.FC1=CC(=C(C=C1)C=1C=CC=C2C=NC(=NC12)C1(CC(=C(C=C1)C)N)N)OC(C)C 1-(8-(4-fluoro-2-isopropoxyphenyl)quinazolin-2-yl)-4-methylbenzene-1,3-diamine hydrochloride